CC1(CC(N(C1)CO)=O)C1=CC=C(C=C1)C#CC1=CC=C(C=C1)CN1CCOCC1 (4-methyl-4-(4-((4-(morpholinomethyl)phenyl)ethynyl)phenyl)-2-oxopyrrolidin-1-yl)methanol